FC1CCC(C1)C(=O)N 4-fluorocyclopentane-1-carboxamide